C1(=CC(=CC=C1)C1=NN(C(=C1)[C@@H]1CN(C[C@H]1C)C(=O)OC(C)(C)C)C)C1=CC=CC=C1 Trans-tert-butyl 3-(3-([1,1'-biphenyl]-3-yl)-1-methyl-1H-pyrazol-5-yl)-4-methyl-pyrrolidine-1-carboxylate